5-(2-aminoethyl)-7-fluoro-pyrrolo[1,2-a]quinoxalin-4-one NCCN1C(C=2N(C3=CC=C(C=C13)F)C=CC2)=O